C(C1=CC=CC=C1)OC(=O)NC=1C(=C(C=CC1)[C@]1(N/C(/N(C(C1)=O)[C@H]1C[C@H](C(CC1)(F)F)C)=N\C(OC(C)(C)C)=O)C)Cl tert-Butyl (NE)-N-{(4S)-4-[3-(benzyloxycarbonylamino)-2-chlorophenyl]-1-[(1R,3R)-4,4-difluoro-3-methylcyclohexyl]-4-methyl-6-oxohexahydropyrimidin-2-ylidene}carbamate